OC(CC1=C(C=NC=C1)NC(C(C)(C)C)=O)(C)C N-(4-(2-hydroxy-2-methylpropyl)pyridin-3-yl)pivalamide